N1(N=CN=C1)C[C@]1(C[C@@]2(CNC3=NC=C(C(=C32)Cl)C=3C(=C(C(=O)N(C)C)C(=CC3)N)F)CC1)O 3-((1S,3S)-3-((1H-1,2,4-Triazol-1-yl)methyl)-4'-chloro-3-hydroxy-1',2'-dihydrospiro[cyclopentane-1,3'-pyrrolo[2,3-b]pyridin]-5'-yl)-6-amino-2-fluoro-N,N-dimethylbenzamide